ClC=1N=NC(=CC1N(C(OC(C)(C)C)=O)CC1=CC=C(C=C1)OC)Cl tert-butyl (3,6-dichloropyridazin-4-yl)(4-methoxybenzyl)carbamate